oxazine-2-boronic acid O1N(C=CC=C1)B(O)O